2-methoxy-4-pyridyl-9-methylbenzoquinoline COC1=NC=CC(=C1)C1=NC2=C3C(=CC=C2C=C1)C=CC(=C3)C